N1=C(C=CC=C1)CN1C=C(C2=CC=C(C=C12)F)C(=O)NC1=C(C(=O)O)C=CC=C1 2-[1-(pyridin-2-ylmethyl)-6-fluoro-1H-indole-3-carboxamido]benzoic acid